6-amino-2-(3,6-diazabicyclo[3.2.0]heptan-6-yl)-5-((2,3-dichlorophenyl)thio)pyrimidin-4(3H)-one NC1=C(C(NC(=N1)N1C2CNCC2C1)=O)SC1=C(C(=CC=C1)Cl)Cl